OC1=C(C)C=CC=C1 2-HYDROXYTOLUENE